tert-butyl N-[[3-[4-[[(3R,4R)-3-fluorotetrahydropyran-4-yl]amino]-1-(2,2,2-trifluoroethyl)indol-2-yl]-1,2,4-oxadiazol-5-yl]methyl]carbamate F[C@H]1COCC[C@H]1NC1=C2C=C(N(C2=CC=C1)CC(F)(F)F)C1=NOC(=N1)CNC(OC(C)(C)C)=O